C1(CCCCC1)[C@@H](C)NC(OC1CN(C1)C1=CC(=C(C(=C1)F)C1C(NC(CC1)=O)=O)F)=O 1-(4-(2,6-dioxopiperidin-3-yl)-3,5-difluorophenyl)azetidin-3-yl ((R)-1-cyclohexylethyl)carbamate